7-(1-isopropyl-1H-pyrazol-5-yl)-2-(1H-Indol-4-yl)thieno[3,2-d]pyrimidin-4-yl-3-methylmorpholine C(C)(C)N1N=CC=C1C1=CSC2=C1N=C(N=C2N2C(COCC2)C)C2=C1C=CNC1=CC=C2